FC1(CC1)CN1[C@@H](C2=CC=C3C(=C2C[C@H]1C)C=NN3)C3=C(C=C(C=C3)OC3CN(C3)C3CC3F)OC (6S,8R)-7-((1-fluorocyclopropyl)methyl)-6-(4-((1-(3-fluorocyclopropyl)azetidin-3-yl)oxy)-2-methoxyphenyl)-8-methyl-6,7,8,9-tetrahydro-3H-pyrazolo[4,3-f]isoquinoline